COC=1C=C2C(=CNC2=CC1)CCNC(C1=CC(=CC=C1)SC\C=C(\CC\C=C(\CCC=C(C)C)/C)/C)=O N-(2-(5-methoxy-1H-indole-3-yl)ethyl)-3-((2E,6E)-3,7,11-trimethyldodeca-2,6,10-trienylthio)benzamide